4-[4-[(3-carbamoyl-6-morpholino-pyrazin-2-yl)amino]phenyl]piperidine-1-carboxylic acid tert-butyl ester C(C)(C)(C)OC(=O)N1CCC(CC1)C1=CC=C(C=C1)NC1=NC(=CN=C1C(N)=O)N1CCOCC1